N-(1-(3,4-difluorophenyl)-6-(trifluoromethyl)-1H-benzo[d]imidazol-2-yl)-3-hydroxy-3-methylbutanamide FC=1C=C(C=CC1F)N1C(=NC2=C1C=C(C=C2)C(F)(F)F)NC(CC(C)(C)O)=O